O1C(CCCCCCCCC\C=C\CCC1)=O (E)-oxacyclohexadecan-12-en-2-one